rac-N-((4R,5S)-4-(2-cyanoisoindolin-4-yl)-7-ethyl-6-oxo-1-phenyl-4,5,6,7-tetrahydro-1H-pyrazolo[3,4-b]pyridin-5-yl)-3-(trifluoromethyl)benzamide C(#N)N1CC2=CC=CC(=C2C1)[C@@H]1C2=C(N(C([C@H]1NC(C1=CC(=CC=C1)C(F)(F)F)=O)=O)CC)N(N=C2)C2=CC=CC=C2 |r|